C(CCCCCCCCCCCCC)=O 7Z-tetradecanal